O[C@H]1C2(CN(C2)C(=O)OC(C)(C)C)C[C@@H]1[C@@H]1N2C(C3=CC=CC=C13)=CN=C2 tert-butyl (5R,6R)-5-hydroxy-6-((S)-5H-imidazo[5,1-a]isoindol-5-yl)-2-azaspiro[3.3]heptane-2-carboxylate